(5-acrylamidopentyl)trimethylammonium bromide [Br-].C(C=C)(=O)NCCCCC[N+](C)(C)C